[1-(2-Benzyloxy-4-bromo-5-fluoro-phenyl)cyclopropyl]methyl acetate C(C)(=O)OCC1(CC1)C1=C(C=C(C(=C1)F)Br)OCC1=CC=CC=C1